aluminium-aluminium oxide [O-2].[Al+3].[Al+3].[O-2].[O-2]